2,2'-bis(diphenylphosphino)-4,4'-bis(dimethylamino)-6,6'-dimethyl-1,1'-biphenyl C1(=CC=CC=C1)P(C1=C(C(=CC(=C1)N(C)C)C)C1=C(C=C(C=C1C)N(C)C)P(C1=CC=CC=C1)C1=CC=CC=C1)C1=CC=CC=C1